bis(2,4-bis-cumylphenyl)-pentaerythritol diphosphite OP(O)OP(O)O.C(C)(C)(C1=CC=CC=C1)C1=C(C=CC(=C1)C(C)(C)C1=CC=CC=C1)C(O)(C(CO)(CO)CO)C1=C(C=C(C=C1)C(C)(C)C1=CC=CC=C1)C(C)(C)C1=CC=CC=C1